N-(cyclopropylmethyl)-6-[(2-ethyl-1,2-oxazinan-4-yl)methoxy]-7-methoxy-1H,2H,3H-cyclopenta[b]quinolin-9-amine C1(CC1)CNC1=C2C(=NC=3C=C(C(=CC13)OC)OCC1CN(OCC1)CC)CCC2